(S)-(2-(6-(2-ethyl-5-fluoro-4-hydroxyphenyl)-1H-indazol-3-yl)-4,6-dihydropyrrolo[3,4-d]imidazol-5(1H)-yl)(3-hydroxypyrrolidin-1-yl)methanone C(C)C1=C(C=C(C(=C1)O)F)C1=CC=C2C(=NNC2=C1)C1=NC2=C(N1)CN(C2)C(=O)N2C[C@H](CC2)O